1-(2-cyanophenyl)-N-[2-fluoro-4-[2-[[(3S,5S)-5-fluoro-3-piperidyl]-amino]-8-isopropyl-7-oxo-pteridin-6-yl]phenyl]methanesulfonamide C(#N)C1=C(C=CC=C1)CS(=O)(=O)NC1=C(C=C(C=C1)C1=NC=2C=NC(=NC2N(C1=O)C(C)C)N[C@@H]1CNC[C@H](C1)F)F